NC1=NC=CC=C1C1=NC=2C(=NC(=CC2)C2=CC=CC=C2)N1C1=CC=C(C=C1)C1CN(C1)CC1CC(CC1)C(=O)OC Methyl 3-[[3-[4-[2-(2-amino-3-pyridyl)-5-phenyl-imidazo[4,5-b]pyridin-3-yl]phenyl]azetidin-1-yl]methyl]cyclopentanecarboxylate